FC=1C=C(C=C(C1)F)NC=1C=C2C(=CNC2=CC1)NC(C1=C(C=C(C=C1)N1CCN(CC1)C)NC1CCOCC1)=O N-(5-((3,5-difluorophenyl)amino)-1H-indol-3-yl)-4-(4-methylpiperazin-1-yl)-2-((tetrahydro-2H-pyran-4-yl)amino)benzamide